methyl-7-(4-fluoro-2-methyl-1H-indol-5-yl)-2,3-dimethoxy-8-oxo-7,8-dihydro-1,7-naphthyridine-5-carbonitrile CC1=C(C(=NC=2C(N(C=C(C12)C#N)C=1C(=C2C=C(NC2=CC1)C)F)=O)OC)OC